N-((1,2,3,5,6,7-Hexahydro-s-indacen-4-yl)carbamoyl)-1-(2-(tetrahydrofuran-3-yl)ethyl)azetidine-3-sulfonamide, Potassium Salt [K].C1CCC2=C(C=3CCCC3C=C12)NC(=O)NS(=O)(=O)C1CN(C1)CCC1COCC1